2-(2-(3-aminopyrrolidin-1-yl)-6-methylpyrimidin-4-yl)-4-(6-fluoro-2-methoxy-3-methylphenyl)-2,3-dihydro-1H-pyrrolo[3,4-c]pyridin-1-one NC1CN(CC1)C1=NC(=CC(=N1)N1CC=2C(=NC=CC2C1=O)C1=C(C(=CC=C1F)C)OC)C